ethyl N-(2-(3-(1-acetylpiperidin-4-yl)-5'-fluoro-1'-methyl-1H,1'H-[4,6'-biindazol]-1-yl)ethyl)-N-((benzyloxy)carbonyl)glycylglycinate C(C)(=O)N1CCC(CC1)C1=NN(C=2C=CC=C(C12)C1=C(C=C2C=NN(C2=C1)C)F)CCN(CC(=O)NCC(=O)OCC)C(=O)OCC1=CC=CC=C1